C(C)NCCCN N-ethyl-1,3-diaminopropane